4-[[6-(1,4-oxazepane-4-carbonyl)-1-(2,2,2-trifluoroethyl)pyrazolo[4,3-c]pyridin-3-yl]amino]benzonitrile O1CCN(CCC1)C(=O)C1=CC2=C(C=N1)C(=NN2CC(F)(F)F)NC2=CC=C(C#N)C=C2